7-((5'S,7a'R)-5'-(3,5-difluorophenyl)-3'-oxotetrahydro-3'H-spiro[piperidine-4,2'-pyrrolo[2,1-b]oxazol]-1-yl)pyrazolo[1,5-a]pyridine-4-carbonitrile FC=1C=C(C=C(C1)F)[C@@H]1CC[C@H]2OC3(C(N21)=O)CCN(CC3)C3=CC=C(C=2N3N=CC2)C#N